1-bromo-5-(3,5-dimethylbenzylamino)-4-hydroxy-2-pentanone BrCC(CC(CNCC1=CC(=CC(=C1)C)C)O)=O